1-(3-(tert-butoxy)propyl)-1H-imidazole C(C)(C)(C)OCCCN1C=NC=C1